tert-butyl (tert-butoxycarbonyl)(4-cyanobenzyl)carbamate C(C)(C)(C)OC(=O)N(C(OC(C)(C)C)=O)CC1=CC=C(C=C1)C#N